COC1=CC=C(C=C1)C1=CC=C2C=C(NC2=C1)C(=O)O 6-(4-methoxyphenyl)-1H-indole-2-carboxylic acid